(2S,4R)-1-acetyl-4-hydroxypyrrolidine C(C)(=O)N1CC[C@H](C1)O